(4-(8-chloro-7-((2-methyl-1H-benzo[d]imidazol-6-yl)oxy)quinoxalin-2-yl)-1H-pyrazol-1-yl)-1-(3-hydroxypyrrolidin-1-yl)ethanone ClC=1C(=CC=C2N=CC(=NC12)C=1C=NN(C1)CC(=O)N1CC(CC1)O)OC=1C=CC2=C(NC(=N2)C)C1